1-((3S,5S,8R,9S,10S,13S,14S,17S)-17-acetyl-10,13-dimethylhexadecahydro-1H-cyclopenta[a]phenanthren-3-yl) 10-(1,3-bis(oleoyloxy)propan-2-yl) decanedioate C(CCCCCCCCC(=O)OC(COC(CCCCCCC\C=C/CCCCCCCC)=O)COC(CCCCCCC\C=C/CCCCCCCC)=O)(=O)O[C@H]1CC[C@@]2([C@H]3CC[C@@]4([C@H](CC[C@H]4[C@@H]3CC[C@H]2C1)C(C)=O)C)C